styrene-acrylonitrile methylmethacrylate COC(C(=C)C)=O.C(=CC1=CC=CC=C1)C=CC#N